hexahydro-5H-4-oxa-3,10a,11,13,14-pentaaza-6,9-methanonaphtho[1,8-ab]heptalene-14-carboxylate C1C2=NC=NC3=C2C(OCC2C4C=CC(=CN32)N4C(=O)[O-])NC1